OC=1C=CN=C2C(C(=CN(C12)CC1=CC=C(C=C1)OC)C(=O)OCC)=O ethyl 8-hydroxy-1-[(4-methoxyphenyl) methyl]-4-oxo-1,5-naphthyridine-3-carboxylate